C(C)OC(\C(=C\C(\CCCCCC)=C\C1=CC=C(C=C1)F)\C)=O (E)-4-((E)-4-fluorobenzylidene)-2-methyldec-2-enoic acid ethyl ester